2-fluoro-4-((1-methyl-2-oxoindol-5-yl)amino)pyrimidine-5-carbonitrile FC1=NC=C(C(=N1)NC=1C=C2CC(N(C2=CC1)C)=O)C#N